OC(COC1=CC=CC2=C1C(C=C(O2)C(=O)O)=O)COC2=CC=CC1=C2C(C=C(O1)C(=O)O)=O 5,5'-[(2-hydroxytrimethylene)dioxy]bis[4-oxo-4H-1-benzopyran-2-carboxylic acid]